2-((4-(2,7-diazaspiro[3.5]nonan-2-yl)pyrimidin-5-yl)oxy)-5-fluoro-N-((1s,3s)-3-fluorocyclobutyl)-N-isopropylbenzamide hydrochloride Cl.C1N(CC12CCNCC2)C2=NC=NC=C2OC2=C(C(=O)N(C(C)C)C1CC(C1)F)C=C(C=C2)F